(2,6-dioxopiperidin-3-yl)-5-(((S)-pyrrolidin-3-yl)oxy)isoindoline-1,3-dione hydrochloride Cl.O=C1NC(CCC1N1C(C2=CC=C(C=C2C1=O)O[C@@H]1CNCC1)=O)=O